(1S,2S)-2-{[3-chloro-4-(cyclopropoxymethyl)phenyl]carbonyl}cyclopropane-1-carboxylic acid ClC=1C=C(C=CC1COC1CC1)C(=O)[C@@H]1[C@H](C1)C(=O)O